O=C1N(CC(NC1)=O)CCC(=O)O[C@H]1[C@H](NC[C@@H]1O)CC1=CC=C(C=C1)OC (2R,3S,4S)-4-hydroxy-2-[(4-methoxyphenyl)methyl]pyrrolidin-3-yl 3-(2,5-dioxopiperazin-1-yl)propanoate